2-(4-(4-(aminomethyl)-8-(2,2-difluoro-acetyl)-1-oxo-1,2-dihydrophthalazin-6-yl)-methyl-1H-pyrazol-5-yl)benzo[b]-thiophene-3-carbonitrile NCC1=NNC(C2=C(C=C(C=C12)C=1C=NN(C1C1=C(C2=C(S1)C=CC=C2)C#N)C)C(C(F)F)=O)=O